C(C=C)(=O)NCC(CC)S(=O)(=O)O acrylamidomethylpropane-sulfonic acid